The molecule is an octadecenoyl-CoA(4-) arising from deprotonation of the phosphate and diphosphate functions of oleoyl-CoA. It has a role as a human metabolite and a Saccharomyces cerevisiae metabolite. It is a conjugate base of an oleoyl-CoA. CCCCCCCC/C=C\\CCCCCCCC(=O)SCCNC(=O)CCNC(=O)[C@@H](C(C)(C)COP(=O)([O-])OP(=O)([O-])OC[C@@H]1[C@H]([C@H]([C@@H](O1)N2C=NC3=C(N=CN=C32)N)O)OP(=O)([O-])[O-])O